2-((5-(2-(9H-carbazol-9-yl)ethyl)-1,3,4-oxadiazol-2-yl)thio)-N-(4-methoxy-2-nitrophenyl)acetamide C1=CC=CC=2C3=CC=CC=C3N(C12)CCC1=NN=C(O1)SCC(=O)NC1=C(C=C(C=C1)OC)[N+](=O)[O-]